C(O)CN.N1C(=CC=C1)C=C=O pyrrolyl-ketene ethanolamine salt